methyl-3(2H)furanon CC1OC=CC1=O